3-[(3R,4S)-1-acetyl-4-methoxy-pyrrolidin-3-yl]-2-[[4-[6-[(4-cyano-2-fluoro-phenyl)methoxy]-2-pyridinyl]-2,5-difluoro-phenyl]methyl]benzimidazole-5-carboxylic acid methyl ester COC(=O)C1=CC2=C(N=C(N2[C@@H]2CN(C[C@@H]2OC)C(C)=O)CC2=C(C=C(C(=C2)F)C2=NC(=CC=C2)OCC2=C(C=C(C=C2)C#N)F)F)C=C1